BrC1=C(C=CC=C1)C=CC(=O)C1=CC=C(C=C1)O 3-(2-bromophenyl)-1-(4-hydroxyphenyl)prop-2-en-1-one